4,4'-bis[N-(1-anthryl)-N-phenylamino]-p-terphenyl C1(=CC=CC2=CC3=CC=CC=C3C=C12)N(C1=CC=CC=C1)C1=CC=C(C=C1)C1=CCC(C=C1)(C1=CC=CC=C1)N(C1=CC=CC2=CC3=CC=CC=C3C=C12)C1=CC=CC=C1